FC1(CC(C1)C=1C=CC(=NC1)[C@@H](NC(=O)[C@H]1N(C[C@@H](C1)F)C(CN1C(NC(C(=C1)C)=O)=O)=O)C1=CC=CC=C1)F (2S,4R)-N-[(S)-[5-(3,3-difluorocyclobutyl)pyridin-2-yl](phenyl)methyl]-4-fluoro-1-[2-(5-methyl-2,4-dioxo-1,2,3,4-tetrahydropyrimidin-1-yl)acetyl]pyrrolidine-2-carboxamide